1-(1-acetylpiperidine-4-yl)-3-(4-(5-(difluoromethyl)-1,3,4-oxadiazole-2-yl)-2-fluorobenzyl)-5,6-difluoro-1,3-dihydro-2H-benzo[d]imidazole-2-one C(C)(=O)N1CCC(CC1)N1C(N(C2=C1C=C(C(=C2)F)F)CC2=C(C=C(C=C2)C=2OC(=NN2)C(F)F)F)=O